C(#C)C1=NN(C2=CN=C(C=C21)C2=C(N(N=C2)C)O[C@H](CN(C(C)C)CC2=C(C(=NN2CCO)OC(C)C)I)C)C2OCCCC2 2-[5-[[[(2S)-2-[4-(3-ethynyl-1-tetrahydropyran-2-yl-pyrazolo[3,4-c]pyridin-5-yl)-2-methyl-pyrazol-3-yl]oxypropyl]-isopropyl-amino]methyl]-4-iodo-3-isopropoxy-pyrazol-1-yl]ethanol